bromo-3,3-difluoro-2',3'-dihydro-1'H-spiro[cyclobutane-1,4'-isoquinoline]-1'-one BrN1C(C2=CC=CC=C2C2(C1)CC(C2)(F)F)=O